Cl.N1CCC(CC1)NC=1C=C2C=CC=NC2=C(C1)C(F)(F)F N-(piperidin-4-yl)-8-(trifluoromethyl)quinolin-6-amine hydrochloride